CC1(C(NC(N1Br)=O)=O)C dimethylbromohydantoin